tri-hydroxypropane oleate C(CCCCCCC\C=C/CCCCCCCC)(=O)O.OC(CC)(O)O